2-(4-bromo-1'-(1H-indazole-5-carbonyl)-2-oxospiro[indoline-3,4'-piperidin]-1-yl)-N-(pyridin-2-yl)acetamide BrC1=C2C(=CC=C1)N(C(C21CCN(CC1)C(=O)C=1C=C2C=NNC2=CC1)=O)CC(=O)NC1=NC=CC=C1